ClC1=C(C=CC=C1)[C@H](C(=O)N1CC2=NN(C=C2C1)S(=O)(=O)C=1C=NN(C1)CCF)CO (2S)-2-(2-chlorophenyl)-1-{2-[1-(2-fluoroethyl)pyrazol-4-ylsulfonyl]-4H,6H-pyrrolo[3,4-c]pyrazol-5-yl}-3-hydroxypropan-1-one